2,2'-ethylidenebis(4,6-di-tertbutylphenol) C(C)(C1=C(C(=CC(=C1)C(C)(C)C)C(C)(C)C)O)C1=C(C(=CC(=C1)C(C)(C)C)C(C)(C)C)O